CN1C=C(C=2C1=NC=C(C2)NC(C=C)=O)C2=CC(=CC=C2)C(F)(F)F N-(1-Methyl-3-(3-(trifluoromethyl)phenyl)-1H-pyrrolo[2,3-b]pyridin-5-yl)acrylamide